FC=1C=C(N)C=C(C1N1CCC(CC1)N(C)C)C 3-fluoro-5-methyl-4-(4-(dimethylamino)piperidin-1-yl)aniline